tert-butyl (2S,4S)-2-(cyanomethyl)-4-(6,8-dichloro-4-(3-(dimethylamino)azetidin-1-yl)-7-(6-fluoroquinolin-8-yl)-1H-[1,2,3]triazolo[4,5-c]quinolin-1-yl)piperidine-1-carboxylate C(#N)C[C@H]1N(CC[C@@H](C1)N1N=NC=2C(=NC=3C(=C(C(=CC3C21)Cl)C=2C=C(C=C1C=CC=NC21)F)Cl)N2CC(C2)N(C)C)C(=O)OC(C)(C)C